1-{5-[7-amino-2-(pyrazol-1-yl)-1,6-naphthyridin-3-yl]-4-methylpyridin-2-yl}propan-1-one NC1=NC=C2C=C(C(=NC2=C1)N1N=CC=C1)C=1C(=CC(=NC1)C(CC)=O)C